S1C(=CC=C1)C=1NC(=NN1)S 5-(2-thienyl)-4H-1,2,4-triazole-3-thiol